N-{4-(dimethylamino)phenyl}-2-pyridinecarboxamide CN(C1=CC=C(C=C1)NC(=O)C1=NC=CC=C1)C